1,5-bis(pyridin-2-yl)-1,4-pentadien-3-one N1=C(C=CC=C1)C=CC(C=CC1=NC=CC=C1)=O